(2R,3S)-2-(3-(5-fluoro-6-methyl-1H-benzo[d]imidazol-1-yl)propyl)piperidin-3-ol dihydrochloride Cl.Cl.FC1=CC2=C(N(C=N2)CCC[C@H]2NCCC[C@@H]2O)C=C1C